tert-butyl 4-[5-(4-chlorophenyl)-1-(6-chloropyridazin-3-yl)pyrazol-3-yl]piperazine-1-carboxylate ClC1=CC=C(C=C1)C1=CC(=NN1C=1N=NC(=CC1)Cl)N1CCN(CC1)C(=O)OC(C)(C)C